OCCNC1=C(C(=C(C=C1)CC)NCCO)[N+](=O)[O-] 1-beta-hydroxyethylamino-2-nitro-4-(ethyl)(beta-hydroxyethyl)aminobenzene